OC1=C(C(=O)Br)C=CN=C1 3-hydroxyisonicotinic acid bromide